C(C)(=O)C1=CN(C2=CC=C(C=C12)C=1C=NC=2N(C1)N=C(C2)C)CC(=O)N2[C@@H](C[C@H](C2)F)C(=O)NCCCCC2=CC=CC=C2 (2S,4R)-1-(2-(3-acetyl-5-(2-methylpyrazolo[1,5-a]pyrimidin-6-yl)-1H-indol-1-yl)acetyl)-4-fluoro-N-(4-phenylbutyl)pyrrolidine-2-carboxamide